tertbutyl (1-(3-(4,4,5,5-tetramethyl-1,3,2-dioxaborolan-2-yl)benzoyl)pyrrolidin-3-yl)carbamate CC1(OB(OC1(C)C)C=1C=C(C(=O)N2CC(CC2)NC(OC(C)(C)C)=O)C=CC1)C